5-(4,4,5,5-tetramethyl-1,3,2-dioxaborolan-2-yl)-3H-pyrazolo[3,4-b]pyridine CC1(OB(OC1(C)C)C=1C=C2C(=NC1)N=NC2)C